7-(2-{5-[(3R,5R)-3-amino-5-fluoropiperidine-1-carbonyl]-7-methoxy-1-methyl-1H-1,3-benzodiazol-2-yl}-1-(cyclopropylmethyl)-1H-indol-6-yl)isoquinolin-2-ium-2-olate N[C@H]1CN(C[C@@H](C1)F)C(=O)C1=CC2=C(N(C(=N2)C=2N(C3=CC(=CC=C3C2)C2=CC=C3C=C[N+](=CC3=C2)[O-])CC2CC2)C)C(=C1)OC